COCC1CN(C1)C=1C2=C(N=CN1)C1=C(S2)N=C(C=C1C)C 4-(3-(methoxymethyl)azetidin-1-yl)-7,9-dimethyl-pyrido[3',2':4,5]thieno[3,2-d]pyrimidine